3-(1,3-benzodioxol-5-yl)-N-(1H-pyrazol-3-yl)-N-(tetrahydrothiophen-2-ylmethyl)prop-2-enamide O1COC2=C1C=CC(=C2)C=CC(=O)N(CC2SCCC2)C2=NNC=C2